[Pt+].[Ti+4] titanium platinum (i)